3-Amino-7-cyano-8-(2-fluoro-6-methoxyphenyl)-N-propylimidazo[1,2-a]pyridine-2-carboxamide NC1=C(N=C2N1C=CC(=C2C2=C(C=CC=C2OC)F)C#N)C(=O)NCCC